ClC1=CC=C(C=C1)CC(C1=CC=C(C=C1)C=1OC(=NN1)C(F)F)N1N=NC(=C1)C=1C=CC(=NC1)N 5-(1-(2-(4-chlorophenyl)-1-(4-(5-(difluoromethyl)-1,3,4-oxadiazol-2-yl)phenyl)ethyl)-1H-1,2,3-triazol-4-yl)pyridin-2-amine